COC=1C=C(C=CC1OC)C=1NC2=CC=CC=C2C1N1C2=CC=CC=C2SC=2C=CC=CC12 10-(2-(3,4-Dimethoxyphenyl)indol-3-yl)-10H-phenothiazine